ClC1=CC(=C(C=C1)N(S(=O)(=O)C1=CC2=C(C(=C(O2)C(=O)OCC)C)C=C1)CC)CN(C(=O)C1CC1)CC=1OC=CC1 ethyl 6-(N-(4-chloro-2-((N-(furan-2-ylmethyl) cyclopropanecarboxamido) methyl) phenyl)-N-ethylsulfamoyl)-3-methylbenzofuran-2-carboxylate